[C@H]12OCC[C@@H]2C[C@H]1NC(=O)C1=CN=C2N1N=C(C=C2NC)NC=2C(N(C=CC2)C2CCC1(COC1)CC2)=O N-((1R,5S,7R)-2-oxabicyclo[3.2.0]heptan-7-yl)-8-(methylamino)-6-((2-oxo-1-(2-oxaspiro[3.5]nonan-7-yl)-1,2-dihydropyridin-3-yl)amino)imidazo[1,2-b]pyridazine-3-carboxamide